4-bromo-6-iodo-2-(2,2,2-trifluoroethyl)indazole BrC=1C2=CN(N=C2C=C(C1)I)CC(F)(F)F